5-bromo-1-[2-(difluoromethoxy)-4-pyridinyl]-4-oxo-cinnoline-3-carboxylic acid ethyl ester C(C)OC(=O)C1=NN(C2=CC=CC(=C2C1=O)Br)C1=CC(=NC=C1)OC(F)F